ClC1=NN2C(N=CC3=C2C(CC3C(=O)O)(C)C3=NN(C=C3)C(F)F)=C1 2-chloro-8-(1-(difluoromethyl)-1H-pyrazol-3-yl)-8-methyl-7,8-dihydro-6H-cyclopenta[e]pyrazolo[1,5-a]pyrimidine-6-carboxylic acid